CC=1C=C(C(=C(C1)O)[C@@H]1C=C(CC[C@H]1C(=C)C)C)O 5-methyl-2-((1R,6R)-3-methyl-6-(prop-1-en-2-yl)cyclohex-2-enyl)benzene-1,3-diol